FC(OC=1C=2N(C=C(C1)C(F)(F)F)C[C@]1(N2)CCC2=C1C=NC(=C2)C(F)(F)F)F (S)-8'-(difluoromethoxy)-3,6'-bis(trifluoromethyl)-5,6-dihydro-3'H-spiro[cyclopenta[c]pyridine-7,2'-imidazo[1,2-a]pyridine]